N-[2-(2-methoxyethoxy)ethyl]-N-methyl-6-nitropyridin-3-amine COCCOCCN(C=1C=NC(=CC1)[N+](=O)[O-])C